tert-butyl N-[(3R)-1-[(2-{[4-(4-{4,7-diazaspiro[2.5]octan-7-yl}-7H-pyrrolo[2,3-d]pyrimidin-6-yl)phenyl]carbamoyl}pyridin-4-yl)methyl]piperidin-3-yl]carbamate C1CC12NCCN(C2)C=2C1=C(N=CN2)NC(=C1)C1=CC=C(C=C1)NC(=O)C1=NC=CC(=C1)CN1C[C@@H](CCC1)NC(OC(C)(C)C)=O